1-Methyl-5-nitro-1,3-dihydro-indol-2-one CN1C(CC2=CC(=CC=C12)[N+](=O)[O-])=O